FC1=CC(=CC(=C1)C(F)(F)F)OC 1-fluoro-3-methoxy-5-(trifluoromethyl)benzene